C(C)N(CCNC(C1=C(C(=C(C(=C1)Cl)N)Cl)OC)=O)CC N-(2-diethylaminoethyl)-2-methoxy-3,5-dichloro-4-aminobenzamide